4-(4-(5-(2-Fluoro-6-methoxyphenyl)-1H-pyrazolo[3,4-c]pyridin-3-yl)piperazin-1-yl)benzonitrile FC1=C(C(=CC=C1)OC)C=1C=C2C(=CN1)NN=C2N2CCN(CC2)C2=CC=C(C#N)C=C2